N-methoxy-N,2,6-trimethyl-isonicotinamide CON(C(C1=CC(=NC(=C1)C)C)=O)C